(S)-quinuclidin-3-yl (7-(4-fluoro-2-methoxyphenyl)-3,3-dimethylchroman-4-yl)carbamate FC1=CC(=C(C=C1)C1=CC=C2C(C(COC2=C1)(C)C)NC(O[C@@H]1CN2CCC1CC2)=O)OC